N-[4-(dimethylamino)cyclohexyl]-5-[4-(prop-2-enoylamino)-2-pyridyl]-1-(2-trimethylsilylethoxymethyl)indazole-3-carboxamide CN(C1CCC(CC1)NC(=O)C1=NN(C2=CC=C(C=C12)C1=NC=CC(=C1)NC(C=C)=O)COCC[Si](C)(C)C)C